(10-bromodecyl)-1,2,3-trimethoxy-5-methyl-benzene BrCCCCCCCCCCC1=C(C(=C(C=C1C)OC)OC)OC